C(C)N1N=CC(=C1)C=1C=CC=2N(C1)C(=CC2)I 6-(1-ethylpyrazol-4-yl)-3-iodo-pyrrolo[1,5-a]pyridine